1-[(4aR,8aS)-decahydroquinolin-1-yl]-2-(azetidin-3-yl)-2-{cyclopropyl[(2,4-dimethoxyphenyl)methyl]amino}ethan-1-one N1(CCC[C@H]2CCCC[C@H]12)C(C(N(CC1=C(C=C(C=C1)OC)OC)C1CC1)C1CNC1)=O